N-(phenylaminocarbonyl)-phenylalanine-methyl ester COC([C@@H](NC(=O)NC1=CC=CC=C1)CC1=CC=CC=C1)=O